2-Oxo-1,2-dihydrobenz[cd]indole-4-carbaldehyde O=C1NC2=CC=CC=3C2=C1C=C(C3)C=O